C(C)(C)(C)OC(=O)C1CC2CCC(CC2CC1)OC(=O)C1C2C=CC(C1)C2 5-(6-tert-butoxycarbonyl-decahydronaphthalen-2-yloxycarbonyl)-bicyclo[2.2.1]Hept-2-ene